(1r,3s)-3-((tert-butyldimethylsilyl)oxy)-3-ethylcyclobutan-1-amine [Si](C)(C)(C(C)(C)C)OC1(CC(C1)N)CC